4-(((7-(8-chloronaphthalen-1-yl)-8-fluoro-2-((tetrahydro-1H-pyrrolizin-7a(5H)-yl)methoxy)pyrido[4,3-d]pyrimidin-4-yl)amino)methyl)pyrrolidin-2-one ClC=1C=CC=C2C=CC=C(C12)C1=C(C=2N=C(N=C(C2C=N1)NCC1CC(NC1)=O)OCC12CCCN2CCC1)F